CC1=C(N=NC(=C1C)NC1=CC=CC=C1)N1C[C@H](N(CC1)C1=NC=C(N=C1)C(C)(C)O)C 2-[(R)-4-(4,5-dimethyl-6-phenylamino-pyridazin-3-yl)-2-methyl-3,4,5,6-tetrahydro-2H-[1,2']bipyrazinyl-5'-yl]-propan-2-ol